[H-].[Cl-].C1(C=CC2=CC=CC=C12)[Zr+2]C1C=CC2=CC=CC=C12 bis(indenyl)zirconium monochloride hydride